C(C)(C)(C)OC(=O)N1C2(CCC(C1)CC2)C2=NC(=NO2)CCC2=CC=CC=C2 (1s,4s)-1-(3-phenethyl-1,2,4-oxadiazol-5-yl)-2-azabicyclo[2.2.2]octane-2-carboxylic acid tert-butyl ester